NC1(CCN(CC1)C1=NC=C(C=C1)C=1C=2N(C=C(C1)OCC(C)(C)O)N=CC2C#N)C(=O)NC=2C=NC(=CC2)OC 4-amino-1-(5-(3-cyano-6-(2-hydroxy-2-methylpropyloxy)pyrazolo[1,5-a]pyridin-4-yl)pyridin-2-yl)-N-(6-methoxypyridin-3-yl)piperidine-4-carboxamide